4-(4-((4-(azidomethyl)-4'-chloro-4-methyl-3,4,5,6-tetrahydro-[1,1'-biphenyl]-2-yl)methyl)piperazin-1-yl)benzoic acid N(=[N+]=[N-])CC1(CC(=C(CC1)C1=CC=C(C=C1)Cl)CN1CCN(CC1)C1=CC=C(C(=O)O)C=C1)C